BrC=1C=NC=C(C1)C=1C(=NN(C1C)CC1CC1)C 3-bromo-5-(1-(cyclopropylmethyl)-3,5-dimethyl-1H-pyrazol-4-yl)pyridine